7-(8-chloro-2,3-dihydro-1H-pyrido[2,3-b][1,4]oxazin-7-yl)-6-fluoro-N~2~-(2-methyl-1,2,3,4-tetrahydroisoquinolin-7-yl)quinazoline-2,5-diamine ClC1=C(C=NC=2OCCNC21)C=2C(=C(C=1C=NC(=NC1C2)NC2=CC=C1CCN(CC1=C2)C)N)F